NCCC[SiH3] γ-aminopropylsilane